nickel-cobalt lithium-manganese oxide [O-2].[Mn+2].[Li+].[Co+2].[Ni+2]